4-[3-(benzyloxy)cyclobutoxy]-N-(2,6-dichlorophenyl)-2-(methylsulfanyl)pyrimidine-5-carboxamide C(C1=CC=CC=C1)OC1CC(C1)OC1=NC(=NC=C1C(=O)NC1=C(C=CC=C1Cl)Cl)SC